NC(C(=O)NC1=CC=C(C=C1)C1=C2C(=NC=C1)NC=C2)=CC2CC2 (2R)-2-Amino-3-cyclopropyl-N-[4-(1H-pyrrolo[2,3-b]pyridin-4-yl)phenyl]propenamide